C(CCCCCCC)C(CCCO)CCCCCCCC 4-Octyldodecan-1-Ol